COC1=CC(=CN=N1)NC(=O)C=1C=NC=2CCCCC2C1 N-(6-methoxypyridazin-4-yl)-5,6,7,8-tetrahydroquinoline-3-carboxamide